2-(4-{[(3R)-1-(1-2H)cyclobutylpiperidin-3-yl]amino}pyrido[3,4-d]pyridazin-1-yl)-5-(trifluoromethyl)phenol C1(CCC1)([2H])N1C[C@@H](CCC1)NC=1N=NC(=C2C1C=NC=C2)C2=C(C=C(C=C2)C(F)(F)F)O